NC(CNCCC[Si](OCC)(OCC)C)C N-(2-aminopropyl)-3-aminopropyl-methyl-diethoxysilane